4-methoxy-6-(3-methyl-4-(((3s,5r)-3-methyl-5-(4-methyl-1-oxo-1,3-dihydroisobenzofuran-5-yl)piperazin-1-yl)methyl)-2-oxoimidazolidin-1-yl)pyridine-3-carbonitrile COC1=C(C=NC(=C1)N1C(N(C(C1)CN1C[C@@H](N[C@@H](C1)C=1C(=C2COC(C2=CC1)=O)C)C)C)=O)C#N